Cl.C[Si]1(CCC(CC1)N)C 1,1-dimethylsilinan-4-amine HCl salt